BrC1=CC=C2C(=N1)C(=CN2)C(C)C 5-Bromo-3-isopropyl-1H-pyrrolo[3,2-b]pyridine